CN(C1CCN(CC1)C(=O)OC(C)(C)C)C1=NC2=CC=CC=C2C=C1 tert-Butyl 4-(methyl(quinolin-2-yl)amino)piperidine-1-carboxylate